5-[[2-[2-[4-(difluoromethyl)phenyl]-5-methyl-1-piperidyl]-2-oxo-acetyl]amino]pyridine-3-carboxamide FC(C1=CC=C(C=C1)C1N(CC(CC1)C)C(C(=O)NC=1C=C(C=NC1)C(=O)N)=O)F